F[C@H]1[C@H](CC[C@@H](C1)NCC1=CC=CC=2N1N=CC2)NCC=2C=NC=C(C2)C=2C=NN(C2)C (1S,2R,4S)-2-fluoro-N1-((5-(1-methyl-1H-pyrazol-4-yl)pyridin-3-yl)methyl)-N4-(pyrazolo[1,5-a]pyridin-7-ylmethyl)cyclohexane-1,4-diamine